FC1=C(C=CC=C1OC1=C(C=C(C=C1)S(=O)(=O)C)C=1C2=C(C(N(C1)C)=O)N(C=C2)S(=O)(=O)C2=CC=C(C=C2)C)N2CC(C2)CC2CCN(CC2)C(=O)OC(C)(C)C tert-butyl 4-[[1-[2-fluoro-3-[2-[6-methyl-7-oxo-1-(p-tolylsulfonyl)pyrrolo[2,3-c]pyridin-4-yl]-4-methylsulfonyl-phenoxy]phenyl]azetidin-3-yl]methyl]piperidine-1-carboxylate